ClC1=C(C(=C2N=CC=3N(C([C@H]4CN(CCN4C3C2=C1)C(C=C)=O)=O)C)F)C1=C(C=CC=C1O)F (7R)-16-chloro-14-fluoro-15-(2-fluoro-6-hydroxyphenyl)-9-methyl-5-prop-2-enoyl-2,5,9,12-tetrazatetracyclo[8.8.0.02,7.013,18]octadeca-1(10),11,13,15,17-pentaen-8-one